NC1=NN(C=2CN(CCC21)S(=O)(=O)C2=CC=CC=C2)C(=O)C2CCNC1=CC=CC=C21 (3-amino-6-(phenylsulfonyl)-4,5,6,7-tetrahydropyrazolo[3,4-c]pyridin-1-yl)(1,2,3,4-tetrahydroquinolin-4-yl)methanone